N1C[C@H](CCC1)NC(=O)C=1SC(=CC1NC(=O)N)C1=CC=C(C=C1)C1=CC=NC=C1 (S)-N-(piperidin-3-yl)-5-(4-(pyridin-4-yl)phenyl)-3-ureidothiophene-2-carboxamide